2-(6-(((1R,3S,5S)-8-azabicyclo[3.2.1]octan-3-yl)(methyl)amino)pyridazin-3-yl)-5-(2,4-dimethyl-1H-imidazol-1-yl)phenol [C@H]12CC(C[C@H](CC1)N2)N(C2=CC=C(N=N2)C2=C(C=C(C=C2)N2C(=NC(=C2)C)C)O)C